5-{[butyl(1-{[2-methyl-6-(4-{[4-(trifluoromethyl)-1-piperidinyl]carbonyl}phenoxy)-3-pyridinyl]methyl}-4-piperidinyl)carbamoyl]amino}-2,4-difluorobenzamide C(CCC)N(C(=O)NC=1C(=CC(=C(C(=O)N)C1)F)F)C1CCN(CC1)CC=1C(=NC(=CC1)OC1=CC=C(C=C1)C(=O)N1CCC(CC1)C(F)(F)F)C